(R)-2'-chloro-6'-hydroxy-6-methyl-[1,1'-biphenyl]-2-carbonitrile ClC1=C(C(=CC=C1)O)C=1C(=CC=CC1C)C#N